(R)-6-(1-(allyloxy)ethyl)phenazine-1-carboxylic acid C(C=C)O[C@H](C)C1=C2N=C3C=CC=C(C3=NC2=CC=C1)C(=O)O